2-(3-chlorophenyl)cyclopropane-1-carboxamide ClC=1C=C(C=CC1)C1C(C1)C(=O)N